6,6'-(4'-chloro-[1,1'-biphenyl]-2,3'-diyl)bis(2,4-diphenyl-1,3,5-triazine) ClC1=C(C=C(C=C1)C1=C(C=CC=C1)C1=NC(=NC(=N1)C1=CC=CC=C1)C1=CC=CC=C1)C1=NC(=NC(=N1)C1=CC=CC=C1)C1=CC=CC=C1